4,4'-((propane-1,3-diylbis(oxy))bis(6-methoxybenzo[b]selenophen-5,2-diyl))bis(2-methyl-4-oxobutanoic acid) C(CCOC1=CC2=C([Se]C(=C2)C(CC(C(=O)O)C)=O)C=C1OC)OC1=CC2=C([Se]C(=C2)C(CC(C(=O)O)C)=O)C=C1OC